Ethyl 2-[1-(3-bromophenyl)-3-oxo-cyclobutyl]acetate BrC=1C=C(C=CC1)C1(CC(C1)=O)CC(=O)OCC